2-methyl-1-(propan-2-yl)-imidazole CC=1N(C=CN1)C(C)C